(S)-3-(1-((1-methyl-1H-imidazol-2-yl)methyl)pyrrolidin-3-yl)-1-phenyl-1,3-dihydro-2H-imidazo[4,5-b]pyridin-2-one hydrochloride Cl.CN1C(=NC=C1)CN1C[C@H](CC1)N1C(N(C=2C1=NC=CC2)C2=CC=CC=C2)=O